Isodecyl Citrate (3,7-dimethyloctan-1-yl citrate) CC(CCC(C(=O)O)C(O)(C(=O)O)CC(=O)O)CCCC(C)C.C(CC(O)(C(=O)O)CC(=O)O)(=O)OCCCCCCCC(C)C